C1OCCN2C1=CNCC2 (S)-hexahydropyrazino[2,1-c][1,4]oxazin